(±)-1-((6-(1H-pyrazol-1-yl)pyridin-3-yl)carbamoyl)-6-azaspiro[2.5]octane-6-carboxylate N1(N=CC=C1)C1=CC=C(C=N1)NC(=O)[C@@H]1CC12CCN(CC2)C(=O)[O-] |r|